1-(trifluoromethyl)cyclopropane-1-amine hydrochloride Cl.FC(C1(CC1)N)(F)F